(E)-N-(1-Methyl-3-(2-(tetrahydro-2H-pyran-4-yl)vinyl)-1H-pyrrolo[2,3-b]pyridin-5-yl)acrylamide CN1C=C(C=2C1=NC=C(C2)NC(C=C)=O)\C=C\C2CCOCC2